BrC=1C=CC(=NC1)N(C=1SC2=C(N1)C=CC=C2)C N-(5-bromopyridin-2-yl)-N-methylbenzo[d]thiazol-2-amine